ClC1=CC=C(C=C1)C1=N[C@H](C=2N(C3=C1C=C(C=C3)OC)C(=NN2)C)CC(=O)NCC 2-[(4S)-6-(4-chlorophenyl)-8-methoxy-1-methyl-4H-[1,2,4]triazolo[4,3-a][1,4]benzodiazepin-4-yl]-N-ethylacetamide